FC=1C=C2CCCC(C2=CC1)C1=C(C(=O)NC2=CC(=CC=C2)NS(N)(=O)=O)C=CC(=C1)C(F)(F)F (6-fluoro-1,2,3,4-tetrahydronaphthalen-1-yl)-N-(3-(sulfamoylamino)phenyl)-4-(trifluoromethyl)benzamide